7-(4-(2-(1H-indazol-4-yl)-6-((4-(methylsulfonyl)piperazin-1-yl)methyl)thieno[3,2-d]pyrimidin-4-yl)piperazin-1-yl)-N-hydroxyheptanamide N1N=CC2=C(C=CC=C12)C=1N=C(C2=C(N1)C=C(S2)CN2CCN(CC2)S(=O)(=O)C)N2CCN(CC2)CCCCCCC(=O)NO